tert-butyl ((1R,4r)-4-(1-((R)-2,6-dioxopiperidin-3-yl)-4,6-difluoroindolin-5-yl)cyclohexyl)(methyl)carbamate O=C1NC(CC[C@H]1N1CCC2=C(C(=C(C=C12)F)C1CCC(CC1)N(C(OC(C)(C)C)=O)C)F)=O